C1(=CC=CC=C1)C1=NC=C(C(=N1)O)C(=O)O 2-phenyl-4-hydroxy-5-pyrimidinecarboxylic acid